2-carboxymethyl-(3'-hydroxybutyl)furan C(=O)(O)CC=1OC=CC1CCC(C)O